3-hydroxy-5-(3-chlorophenyl)-2-carboxy-pyridine OC=1C(=NC=C(C1)C1=CC(=CC=C1)Cl)C(=O)O